Edisylat S(=O)(=O)([O-])CCS(=O)(=O)[O-]